NCC=1C=C(C=CC1)C=1C=CC2=C(C(=CO2)COC2=C(C=CC(=C2)C(C)C)CC(=O)OCC)C1 ethyl 2-(2-((5-(3-(aminomethyl)phenyl)benzofuran-3-yl)methoxy)-4-isopropylphenyl)acetate